2-(7-Bromo-5-methyl-1,3,4,5-tetrahydro-2H-pyrido[4,3-b]indol-2-yl)ethan-1-ol Potassium carbonate C([O-])([O-])=O.[K+].BrC=1C=CC=2C3=C(N(C2C1)C)CCN(C3)CCO.[K+]